CC1=CC=C(N)C=C1SCC(F)(F)F 4-methyl-5-((2,2,2-trifluoroethyl)thio)aniline